C(C1=CC=CC=C1)N(CC(C)N)C[Si](C)(C)C N1-benzyl-N1-((trimethylsilyl)methyl)propane-1,2-diamine